4-(5-(3,6-diazabicyclo[3.1.1]heptan-3-yl)pyrazin-2-yl)-6-(1-methyl-1H-pyrazol-4-yl)pyrazolo[1,5-a]pyridine-3-carbonitrile C12CN(CC(N1)C2)C=2N=CC(=NC2)C=2C=1N(C=C(C2)C=2C=NN(C2)C)N=CC1C#N